S1C=NC=C1C=1N=C(C2=C(N1)C=CN2)C(=O)O 2-(thiazol-5-yl)-5H-pyrrolo[3,2-d]pyrimidine-4-carboxylic acid